C(C)(C)(C)C1=C(N=C(O1)C1CC(CC1)C1=CC(=NN1)NC1=C(C2=C(CS(C2)(=O)=O)C=C1)F)C 5-((5-(3-(5-(tert-butyl)-4-methyloxazol-2-yl)cyclopentyl)-1H-pyrazol-3-yl)amino)-4-fluoro-1,3-dihydrobenzo[c]thiophene 2,2-dioxide